3-(dimethyl-amino)propylamine CN(CCCN)C